4-(4-Chlorophenoxy)tetrahydro-2H-pyran-4-carboxylic acid ClC1=CC=C(OC2(CCOCC2)C(=O)O)C=C1